N[C@@H](CC(C)C)C(=O)N[C@@H](CC(C)C)C(=O)N[C@@H](CCCC)C=O L-leucinyl-L-leucinyl-L-norleucinal